(15Z)-N,N-dimethylheptacos-15-en-10-amine CN(C(CCCCCCCCC)CCCC\C=C/CCCCCCCCCCC)C